C(=O)C1=C(C=CC(=C1)C1CCC(CC1)CCC)C1=C(C(=O)O)C=CC(=C1)OCCCCCCOC(C=C)=O.C(C)OC=1C=C(C=CC1)S 3-ethoxythiophenol (2-formyl-4-(4-propylcyclohexyl)phenyl)4-(6-prop-2-enoyloxyhexoxy)benzoate